C(C)OC1CC(C1)N1N=C(C(=C1)NC(=O)C=1N=C(SC1)C=1C=NNC1)C1=NC=CC(=C1)F N-(1-((1s,3s)-3-ethoxycyclobutyl)-3-(4-fluoropyridin-2-yl)-1H-pyrazol-4-yl)-2-(1H-pyrazol-4-yl)thiazole-4-carboxamide